FC1=C(C=CC(=C1)F)S(=O)(=O)NC1=CC=C2CCCN(C2=C1)S(=O)(=O)CC1=CC=C(C=C1)F 2,4-difluoro-N-(1-((4-fluorobenzyl)sulfonyl)-1,2,3,4-tetrahydroquinolin-7-yl)benzenesulfonamide